C(CCCCCCC)SCCO 2-(octyl-thio)ethanol